6-(Azetidin-1-yl)-N-[2-ethoxy-5-(propan-2-yl)benzene-1-sulfonyl]-4-fluoro-1-benzofuran-2-carboxamide N1(CCC1)C1=CC2=C(C=C(O2)C(=O)NS(=O)(=O)C2=C(C=CC(=C2)C(C)C)OCC)C(=C1)F